ClC1=C(C=CC=C1)CC(=O)NC1=CCN(C=C1)C1(CC1)C 4-[[2-(2-Chlorophenyl)acetyl]amino]-N-(1-methylcyclopropyl)pyridin